8-(1-((2S,4S)-1-(but-2-ynoyl)-2-(cyanomethyl)piperidin-4-yl)-6-fluoro-8-methyl-4-(((S)-1-methylpyrrolidin-2-yl)methoxy)-1H-pyrazolo[4,3-c]quinolin-7-yl)-1-naphthonitrile C(C#CC)(=O)N1[C@@H](C[C@H](CC1)N1N=CC=2C(=NC=3C(=C(C(=CC3C21)C)C=2C=CC=C1C=CC=C(C21)C#N)F)OC[C@H]2N(CCC2)C)CC#N